C(C1=CC=CC=C1)C=1C=C(C=CC1)NC(N(C)C1CN(CC1)C#N)=O 3-(3-benzylphenyl)-1-(1-cyanopyrrolidin-3-yl)-1-methylurea